(Z)-3-butene CCC=C